6-hydroxy-2,5,7,8-tetramethyl-chromane-2-carboxylic acid OC=1C(=C2CCC(OC2=C(C1C)C)(C(=O)O)C)C